C(C)(C)(C)OC(=O)N1C(=C(C2=CC(=CC=C12)C1CCC(CC1)=O)C(C)C)C=1C=C(C=2N(C1)N=CN2)C 3-isopropyl-2-(8-methyl-[1,2,4]triazolo[1,5-a]pyridin-6-yl)-5-(4-oxocyclohexyl)-1H-indole-1-carboxylic acid tert-butyl ester